FC1=CC=C(C=C1)S(=O)(=O)NC=1C=CC=C2CCC(OC12)C(=O)OC methyl 8-((4-fluorophenyl)sulfonamido)chromane-2-carboxylate